C(=O)O.C(=O)O.[CH-]1C=CC=C1.[CH-]1C=CC=C1.[Fe+2] ferrocene diformate